BrC1=CC(C2=CC3=CC=C(C=C3C2=C1)Br)=O 3,6-dibromo-fluorenone